2,2-dioxo-[1,2,3]oxathiazolidine-3-carboxylic acid tert-butyl ester C(C)(C)(C)OC(=O)N1S(OCC1)(=O)=O